2,4,6-toluenetrithiol CC=1C(=CC(=CC1S)S)S